CC=1C=C(C[C@@]2(NCCC2)C(=O)O)C=CC1 α-(3-methyl-benzyl)-proline